C1(CC1)COC1=C(C=C(C=C1)S(=O)(=O)C)C=1C=C(C(N(C1)C)=O)C#C 5-[2-(cyclopropylmethoxy)-5-methylsulfonylphenyl]-3-ethynyl-1-methylpyridin-2-one